FC(C(=O)O)(F)F.FC1=CC=C(C=C1)[C@@H]1N(CCC2=CC=CC=C12)C(=O)NC12CC(C1)(C2)NCCS(=O)(=O)C (S)-1-(4-fluorophenyl)-N-(3-((2-(methylsulfonyl)ethyl)amino)bicyclo[1.1.1]pentan-1-yl)-3,4-dihydroisoquinoline-2(1H)-carboxamide 2,2,2-trifluoroacetate